N1-[(2,4-dimethoxyphenyl)methyl]-N5-[[2-[(1-isopropyl-4-piperidyl)methoxy]-4-pyridyl]methyl]isoquinoline-1,5-diamine COC1=C(C=CC(=C1)OC)CNC1=NC=CC=2C(=CC=CC12)NCC1=CC(=NC=C1)OCC1CCN(CC1)C(C)C